naphtho[1,2-c:5,6-c']bis[1,2,5]thiazazole N1=C2C(=NS1)C=1C=CC=3C(=NSN3)C1C=C2